N-(2-hydroxy-1-(thiophen-3-yl)ethyl)-1-(5-methyl-2-((tetrahydro-2H-pyran-4-yl)amino)-pyrimidin-4-yl)-1H-imidazole-4-carboxamide OCC(C1=CSC=C1)NC(=O)C=1N=CN(C1)C1=NC(=NC=C1C)NC1CCOCC1